ClCCC(=O)NC=1C=C2C(=NC1)NN=C2C(=O)NC2=CC=C(C=C2)C(=O)N2CCN(CC2)C 5-(3-Chloropropionamido)-N-(4-(4-methylpiperazine-1-carbonyl)phenyl)-1H-pyrazolo[3,4-b]pyridine-3-carboxamide